CC1(C=C(C2=C(N1CCCCCC(=O)ON3C(=O)CCC3=O)C=C4C(=C2)C(=CC(=O)O4)C(F)(F)F)CS(=O)(=O)[O-])C The molecule is a pyrrolidinone, an organosulfonate oxoanion and an organic heterotricyclic compound. It has a role as a fluorochrome.